N1(C=NC=C1)C=1C=C(C(=NC1)C=1N=NC(=CC1)OC1CC(NC(C1)(C)C)(C)C)O 5-(1H-imidazol-1-yl)-2-{6-[(2,2,6,6-tetramethylpiperidin-4-yl)oxy]pyridazin-3-yl}pyridin-3-ol